(1S)-N-(4,4-difluoropyrrolidin-3-yl)-1-(4-fluorophenyl)-N-methyl-3,4-dihydroisoquinoline-2(1H)-carboxamide FC1(C(CNC1)N(C(=O)N1[C@H](C2=CC=CC=C2CC1)C1=CC=C(C=C1)F)C)F